N1=C(C=CC=C1)N1C(C2C(C1=O)(C(=C(C(=C2)F)F)F)F)=O N-(2-pyridyl)-2,3,4,5-tetrafluorophthalimide